7-fluoro-5-(1-isopropylpyrazol-4-yl)-1H-indol-3-amine hydrochloride Cl.FC=1C=C(C=C2C(=CNC12)N)C=1C=NN(C1)C(C)C